CSNN[C@@H](CC(C)C)C(=O)O methylthioamino-L-leucine